Cl.FC=1C=NC=2C=CC=C(C2C1)N[C@H]1CNCC1 (R)-3-fluoro-N-(pyrrolidin-3-yl)quinolin-5-amine hydrochloride